5-(quinolin-6-yl)-N-((1-(trifluoromethyl)cyclopropyl)methyl)-7H-pyrrolo[2,3-d]pyrimidin-2-amine N1=CC=CC2=CC(=CC=C12)C1=CNC=2N=C(N=CC21)NCC2(CC2)C(F)(F)F